N1=C(C=CC=C1\C(\C)=N\C1=C(C=CC=C1)C(C)(C)C)\C(\C)=N\C1=C(C=CC=C1)C(C)(C)C (1E,1'E)-1,1'-pyridine-2,6-diylbis[N-(2-tert-butylphenyl)ethanimine]